N1=CN=C2N=CNC2=C1N[C@@H]1[C@H]([C@@H]([C@H]([C@@H](O1)CO)NC([C@@H](CO)NC(OC(C)(C)C)=O)=O)O)O tert-butyl ((R)-1-(((2R,3R,4R,5S,6S)-6-((7H-purin-6-yl)amino)-4,5-dihydroxy-2-(hydroxymethyl)tetrahydro-2H-pyran-3-yl)amino)-3-hydroxy-1-oxopropan-2-yl)carbamate